N-[4-methyl-3-(trifluoromethyl)phenyl]-3-(4-nitrophenyl)morpholine-2-carboxamide CC1=C(C=C(C=C1)NC(=O)C1C(NCCO1)C1=CC=C(C=C1)[N+](=O)[O-])C(F)(F)F